ClC1=NC(=NC=N1)N1CCC2(CN(C2)C(=O)OC(C)(C)C)CC1 tert-Butyl 7-(4-chloro-1,3,5-triazin-2-yl)-2,7-diazaspiro[3.5]nonane-2-carboxylate